2-(pyrazin-2-yl)ethane ethyl-2-amino-2-(1-methyl-1H-pyrazol-3-yl)propanoate C(C)OC(C(C)(C1=NN(C=C1)C)N)=O.N1=C(C=NC=C1)CC